tert-butyl 2-[[[2-(2,6-dioxo-3-piperidyl)-1,3-dioxo-isoindolin-5-yl]amino]methyl]-7-azaspiro[3.5]nonane-7-carboxylate O=C1NC(CCC1N1C(C2=CC=C(C=C2C1=O)NCC1CC2(C1)CCN(CC2)C(=O)OC(C)(C)C)=O)=O